FC(C1CN(CCO1)C1=NC(=CC=C1C(C)O)N1C=NC2=C1C=CC(=C2)NC=2N=NC(=CC2)C)F 1-[2-[2-(difluoromethyl)morpholin-4-yl]-6-[5-[(6-methylpyridazin-3-yl)amino]benzimidazol-1-yl]-3-pyridyl]ethanol